tert-butyl N-[(1R,3S)-3-[6-[1-(2-trimethylsilylethoxymethyl)pyrazol-3-yl]-[1,2,4]triazolo[4,3-a]pyridin-3-yl]cyclohexyl]carbamate C[Si](CCOCN1N=C(C=C1)C=1C=CC=2N(C1)C(=NN2)[C@@H]2C[C@@H](CCC2)NC(OC(C)(C)C)=O)(C)C